ethyl indolizine-7-carboxylate C=1C=CN2C=CC(=CC12)C(=O)OCC